ClC=1C=C(C=CC1OCC1COCC1)NC=1C2=C(N=CN1)C=CC(=N2)N2CC1(CCN1)C2 N-[3-chloro-4-(tetrahydrofuran-3-ylmethoxy)phenyl]-6-(1,6-diazaspiro[3.3]heptan-6-yl)pyrido[3,2-d]pyrimidin-4-amine